C(C=C)(=O)N1CC2(C1)CN(CC2)C2=NC(=NC(=C2C#N)C2=NNC1=CC=CC=C21)OC[C@H]2N(CCC2)C (S)-4-(2-acryloyl-2,6-diazaspiro[3.4]octan-6-yl)-6-(1H-indazol-3-yl)-2-((1-methylpyrrolidin-2-yl)methoxy)pyrimidine-5-carbonitrile